C(C1=CC=CC=C1)C=1N(C=CN1)C(C(=O)OC)C methyl 2-(2-benzylimidazol-1-yl)propanoate